C(C)(C)(C)N1N=C(C=C1C1=CC=CC=C1)C1=NC2=C(N1)C=CC(=C2)C 2-(1-(tert-butyl)-5-phenyl-1H-pyrazol-3-yl)-5-methyl-1H-benzo[d]imidazole